hexahydro-1,3,5-tris-(2-methylphenyl)-1,3,5-triazine CC1=C(C=CC=C1)N1CN(CN(C1)C1=C(C=CC=C1)C)C1=C(C=CC=C1)C